(1R,2R,3S,4R,5S)-4-(4-amino-7H-pyrrolo[2,3-d]pyrimidin-7-yl)-1-(2-(3-methylimidazo[1,2-a]pyridin-7-yl)ethyl)bicyclo[3.1.0]hexane-2,3-diol NC=1C2=C(N=CN1)N(C=C2)[C@H]2[C@@H]([C@@H]([C@@]1(C[C@H]21)CCC2=CC=1N(C=C2)C(=CN1)C)O)O